3-(trifluoro methyl)benzenesulfonate FC(C=1C=C(C=CC1)S(=O)(=O)[O-])(F)F